CS(=O)(=O)OCC=1C(=NC(=CC1)N1C(NC(CC1)=O)=O)F (6-(2,4-dioxotetrahydropyrimidin-1(2H)-yl)-2-fluoropyridin-3-yl)methyl methanesulfonate